methyl 3,6-dichloropyridazine-4-carboxylate ClC=1N=NC(=CC1C(=O)OC)Cl